CC1=C(C=CC=C1)N1C(N(C(C=2NC=NC12)=O)CC1=NC=CC=C1)=O 3-(2-methylphenyl)-1-[(pyridin-2-yl)methyl]-2,3,6,7-tetrahydro-1H-purine-2,6-dione